3-(1H-indol-3-yl)-4-(2-methoxy-5-(piperazin-1-yl)phenyl)-1H-pyrrole-2,5-dione N1C=C(C2=CC=CC=C12)C=1C(NC(C1C1=C(C=CC(=C1)N1CCNCC1)OC)=O)=O